6-(5-(2-(((6-fluoro-1,3,3-trimethyl-2-oxoindolin-7-yl)methyl)amino)ethyl)-2-oxooxazolidin-3-yl)-2H-pyrido[3,2-b][1,4]oxazin-3(4H)-one FC1=CC=C2C(C(N(C2=C1CNCCC1CN(C(O1)=O)C=1C=CC=2OCC(NC2N1)=O)C)=O)(C)C